ClC1=CC(=C(C=2C=CC(=NC12)N1CCOCC1)C#N)C 8-chloro-6-methyl-2-morpholinoquinoline-5-carbonitrile